C(C=C)(=O)N1C[C@@H](N(CC1)C=1C2=C(N(C(N1)=O)C=1C(=NC=CC1SC)C(C)C)N=C(C(=C2)Cl)C2=C(C(=CC(=C2F)F)C)N)C 4-((S)-4-acryloyl-2-methylpiperazin-1-yl)-7-(2-amino-5,6-difluoro-3-methylphenyl)-6-chloro-1-(2-isopropyl-4-(methylthio)pyridin-3-yl)pyrido[2,3-d]pyrimidin-2(1H)-one